C(#N)CC1CCC(CC1)N1C(=NC=2C1=C1C(=NC2)NC=C1)CC(=O)NC12CCC(CC1)(C2)CO 2-(1-((1r,4r)-4-(cyanomethyl)cyclohexyl)-1,6-dihydroimidazo[4,5-d]pyrrolo[2,3-b]pyridin-2-yl)-N-(4-(hydroxymethyl)bicyclo[2.2.1]hept-1-yl)acetamide